C(C)OC1=NC=CC=C1C1=C(C2=C(N=C1)N(N=C2C(C)C)C)NCC2=NN(C=C2)C (2-ethoxy-3-pyridyl)-3-isopropyl-1-methyl-N-[(1-methylpyrazol-3-yl)methyl]pyrazolo[3,4-b]pyridin-4-amine